C(CCCCCCCCCCC)/C(/C(=O)N)=C/C(=O)N lauryl-maleamide